C1(=CC(=CC=C1)CC1N(CC2(CC2)C1CS(=O)(=O)N)C(=O)N1CC(C1)(F)F)C1=CC=CC=C1 (6-([1,1'-biphenyl]-3-ylmethyl)-5-(3,3-difluoroazetidine-1-carbonyl)-5-azaspiro[2.4]heptan-7-yl)methanesulfonamide